C(#N)N1CCC(CC1)N1N=CC(=C1C)C=1C=CC=2N(C1)N=CC2C#N 6-(1-(1-cyanopiperidin-4-yl)-5-methyl-1H-pyrazol-4-yl)pyrazolo[1,5-a]pyridine-3-carbonitrile